ClC1=CC2=C(C(=NO2)NC(OCC(Cl)(Cl)Cl)=O)C(=C1)C1=C(C=CC=C1F)F 2,2,2-Trichloroethyl [6-chloro-4-(2,6-difluorophenyl)-1,2-benzoxazol-3-yl]carbamate